N-hydroxy-7-((2r,4r)-6-oxaspiro[3.4]octan-2-yl)-5,6,7,8-tetrahydro-1,7-naphthyridine-3-carboxamide ONC(=O)C=1C=NC=2CN(CCC2C1)C1CC2(C1)COCC2